C[Si](C)(C)C#CC trimethylsilyl-1-propyne